2-({8-Fluoro-2-(1-fluoro-cyclopropyl)-4-[4-(5-methoxy-pyrimidin-4-yl)-piperidin-1-yl]-quinazolin-6-yl}-methyl-amino)-ethanol FC=1C=C(C=C2C(=NC(=NC12)C1(CC1)F)N1CCC(CC1)C1=NC=NC=C1OC)N(CCO)C